1-(4-methoxybenzyl)-7-((4-methoxybenzyl)oxy)quinolin-2(1H)-one COC1=CC=C(CN2C(C=CC3=CC=C(C=C23)OCC2=CC=C(C=C2)OC)=O)C=C1